CC=1C(=NC(=NC1)NC1=CC=NN1C)C=1N=C(OC1)C(=O)NC(C)(C)C1=CC(=CC=C1)C(F)(F)F 4-(5-methyl-2-((1-methyl-1H-pyrazol-5-yl)amino)pyrimidin-4-yl)-N-(2-(3-(trifluoromethyl)phenyl)propan-2-yl)oxazole-2-carboxamide